((7R)-7-Amino-2-azabicyclo[2.2.1]heptan-2-yl)(2-(1-(cyclopropylmethyl)-6-(2-hydroxypropan-2-yl)-1H-indol-2-yl)-4-methoxy-3-methylpyrazolo[1,5-a]pyridin-6-yl)methanone N[C@H]1C2N(CC1CC2)C(=O)C=2C=C(C=1N(C2)N=C(C1C)C=1N(C2=CC(=CC=C2C1)C(C)(C)O)CC1CC1)OC